CC1=CC(=NC(=C1CC=1C=C2C3(C(NC2=CC1)=O)CC3)C)N3N=C(C(NC3=O)=O)C#N (4,6-dimethyl-5-((2'-oxospiro[cyclopropane-1,3'-indolin]-5'-yl)methyl)pyridin-2-yl)-3,5-dioxo-2,3,4,5-tetrahydro-1,2,4-triazine-6-carbonitrile